2-amino-5-[8-(4-chloro-2-methyl-2H-indazol-5-yl)indolizin-3-carbonyl]benzonitrile NC1=C(C#N)C=C(C=C1)C(=O)C1=CC=C2C(=CC=CN12)C1=C(C2=CN(N=C2C=C1)C)Cl